[OH-].C1(=CC(=CC=C1)CCC[N+]1(CCCC1)CC)CCC[N+]1(CCCC1)CC.[OH-] 1,1'-(1,3-phenylenebis(propane-3,1-diyl))bis(1-ethylpyrrolidin-1-ium) Hydroxide